N-(1,3-dihydroxybutan-2-yl)nonanamide OCC(C(C)O)NC(CCCCCCCC)=O